Calcium-zirconium oxide [O-2].[Zr+4].[Ca+2].[O-2].[O-2]